phenyl-3-propanesulfonate C1(=CC=CC=C1)OS(=O)(=O)CCC